di(2-ethylhexyl)cyclohexane-1,2-dicarboxylate C(C)C(COC(=O)C1C(CCCC1)C(=O)OCC(CCCC)CC)CCCC